(4-amino-1,2,4-triazole) bromate Br(=O)(=O)O.NN1C=NN=C1